COC(=O)C=1C=C(SC1)C=1SC=C(C1)C(=O)OC bis-methyl-[2,2'-bithiophene]-4,4'-dicarboxylate